2-((3,5-dicyano-4-ethyl-6-(piperazin-1-yl)pyridin-2-yl)sulfanyl)-2-phenylacetamide C(#N)C=1C(=NC(=C(C1CC)C#N)N1CCNCC1)SC(C(=O)N)C1=CC=CC=C1